BrC1=NC(=NC=C1)C(=O)C1=CC2=C(S(C3=C2C=CC=C3)(=O)=O)C=C1 (4-bromopyrimidin-2-yl)(5,5-dioxodibenzo[b,d]thiophen-2-yl)methanone